dodecyl-methyl-cyclohexasilane C(CCCCCCCCCCC)[Si]1([SiH2][SiH2][SiH2][SiH2][SiH2]1)C